2-((tert-Butoxycarbonyl)amino)-2-(2-fluoro-4-iodophenyl)acetic acid C(C)(C)(C)OC(=O)NC(C(=O)O)C1=C(C=C(C=C1)I)F